(3Z)-6-bromo-3-hexenylmethoxymethyl ether BrCC\C=C/CCC(OC)OC(CC\C=C/CCBr)OC